C(#N)C1=C(SC(=C1C1=CC=C(C=C1)OC)C)NC(=O)C1=C(C(=O)OC)C=C(C=C1)C1=NNN=C1 methyl 2-{[3-cyano-4-(4-methoxyphenyl)-5-methylthiophen-2-yl]carbamoyl}-5-(2H-1,2,3-triazol-4-yl)benzoate